4,4'-methylenebis(2-(sec-pentyl)cyclohexylamine) C(C1CC(C(CC1)N)C(C)CCC)C1CC(C(CC1)N)C(C)CCC